(S)-2-(6-fluorobenzo[d]oxazol-2-yl)-6-methoxy-5-((5-methoxypyridin-2-yl)methoxy)-1,2,3,4-tetrahydroisoquinoline-3-carboxylate lithium [Li+].FC1=CC2=C(N=C(O2)N2CC3=CC=C(C(=C3C[C@H]2C(=O)[O-])OCC2=NC=C(C=C2)OC)OC)C=C1